4-ethynyl-3,1-benzoxazine-2-one C(#C)C=1OC(N=C2C1C=CC=C2)=O